2-((4-nitro)benzyloxy)-N-(pyridin-3-yl)benzamide [N+](=O)([O-])C1=CC=C(COC2=C(C(=O)NC=3C=NC=CC3)C=CC=C2)C=C1